dimethyl-pyrrole boron benzoate C(C1=CC=CC=C1)(=O)[O-].[B+3].CC1=C(NC=C1)C.C(C1=CC=CC=C1)(=O)[O-].C(C1=CC=CC=C1)(=O)[O-]